O[C@](CCC=1C(C(=C(C(C1C)=O)C)C)=O)(CC\C=C(\CC\C=C(\CCC=C(C)C)/C)/C)C [(3S,6E,10E)-3-hydroxy-3,7,11,15-tetramethyl-6,10,14-hexadecatrien-1-yl]-3,5,6-trimethyl-2,5-cyclohexadiene-1,4-dione